C(CCCCCC(C)C)(=O)NC(C(=O)O)CCCC isononanamidohexanoic acid